ClC=1C=CC(=NC1)NC(C1=NC(=CC(=C1)C1=CN=CN1C)C)=O N-(5-chloropyridin-2-yl)-6-methyl-4-(1-methyl-1H-imidazol-5-yl)picolinamide